N1N=NN=C1C=1C=C(C=CC1)N1C=NC2=NC=CN=C2C1=O 3-(3-(1H-tetrazol-5-yl)phenyl)pteridin-4(3H)-one